CC1=NC(=NO1)CN1N=C(C2=CC=CC=C12)C(=O)OC methyl 1-((5-methyl-1,2,4-oxadiazol-3-yl)methyl)-1H-indazole-3-carboxylate